1-(cyclohexylmethyl)-5-(2,4-difluorophenoxy)-N-(3-(dimethylamino)propyl)-2H-indazole-6-carboxamide C1(CCCCC1)CN1NCC2=CC(=C(C=C12)C(=O)NCCCN(C)C)OC1=C(C=C(C=C1)F)F